(Z)-1-(2-bromo-6-chloro-4-fluorophenyl)-N'-((5-(difluoromethyl)-1-(2-(methylsulfonyl)ethyl)-1H-pyrazole-3-carbonyl)oxy)cyclopropane-1-carboximidamide BrC1=C(C(=CC(=C1)F)Cl)C1(CC1)/C(/N)=N/OC(=O)C1=NN(C(=C1)C(F)F)CCS(=O)(=O)C